N1=C(C=NC=C1)C1COC2(C1)CC(CCC2)C#N 3-(pyrazin-2-yl)-1-oxaspiro[4.5]Decane-7-carbonitrile